ClC1=NC(=C2C(=N1)N(N=C2)[C@H]2[C@@H]([C@@H]([C@H](O2)COC(CO)(CCO)P(O)(O)=O)O)O)NC2CCCC2 (2-(((2R,3S,4R,5R)-5-(6-chloro-4-(cyclopentylamino)-1H-pyrazolo[3,4-d]pyrimidin-1-yl)-3,4-dihydroxytetrahydrofuran-2-yl)methoxy)-1,4-dihydroxybutan-2-yl)phosphonic acid